tert-butyl (1-(5-(3-((5-cyano-4-(4-fluorophenyl)thiazol-2-yl)(methyl)amino)-2-ethylimidazo[1,2-a]pyridine-6-yl)pyrimidin-2-yl)piperidin-4-yl)carbamate C(#N)C1=C(N=C(S1)N(C1=C(N=C2N1C=C(C=C2)C=2C=NC(=NC2)N2CCC(CC2)NC(OC(C)(C)C)=O)CC)C)C2=CC=C(C=C2)F